ClC=1C(=CC(=C(C1)NC1=NC(=NC=N1)NC=1C(=CC(=C(C1)NC(C=C)=O)N1[C@@H]2[C@H](CC1)CN(C2)C)OC)C(C)(C)O)F N-(5-(4-(5-chloro-4-fluoro-2-(2-hydroxypropan-2-yl)phenylamino)-1,3,5-triazin-2-ylamino)-4-methoxy-2-((3aR,6aR)-5-methylhexahydropyrrolo[3,4-b]pyrrol-1(2H)-yl)phenyl)acrylamide